CS(=O)(=O)CC1CN(C1)C1=CC=C(C=C1)C1CN(C1)C(=O)OC(C)(C)C tert-butyl 3-[4-[3-(methylsulfonylmethyl)azetidin-1-yl]phenyl]azetidine-1-carboxylate